FC(N1N=CC(=C1)C1=NC2=CC=CC=C2C(=C1)C1(CC1)NC(C1=C(C=CC(=C1)N1CCNCC1)C)=O)F N-(1-(2-(1-(difluoromethyl)-1H-pyrazol-4-yl)quinolin-4-yl)cyclopropyl)-2-methyl-5-(piperazin-1-yl)benzamide